L-lactic acid (L-lactate) C([C@@H](O)C)(=O)O.C([C@@H](O)C)(=O)O